FC(CN1N=CC=2C1=NC(=CN2)N2CC(C(CC2)(F)F)COC=2C(=NC=CC2)C(F)(F)F)F 3-({1-[1-(2,2-difluoroethyl)-1H-pyrazolo[3,4-b]pyrazin-6-yl]-4,4-difluoropiperidin-3-yl}methoxy)-2-(trifluoromethyl)pyridine